N-[2-(4-formylcyclohexyl)-5-morpholino-1,3-benzoxazol-6-yl]-6-(trifluoromethyl)pyridine-2-carboxamide C(=O)C1CCC(CC1)C=1OC2=C(N1)C=C(C(=C2)NC(=O)C2=NC(=CC=C2)C(F)(F)F)N2CCOCC2